(S)-2-((S)-2-aminopropionamido)-4-methoxy-4-oxobutyric acid hydrochloride Cl.N[C@H](C(=O)N[C@H](C(=O)O)CC(=O)OC)C